ClC1=CC(=C(C=C1)[C@@]1(OC2=C(O1)C=CC=C2C2CCN(CC2)CC=2N(C(=CN2)/C=C/C(=O)OCC)C[C@@H]2S(CC2)(=O)=O)C)F ethyl (E)-3-(2-((4-((S)-2-(4-chloro-2-fluorophenyl)-2-methylbenzo[d][1,3]dioxol-4-yl)piperidin-1-yl)methyl)-1-(((R)-1,1-dioxidothietan-2-yl)methyl)-1H-imidazol-5-yl)acrylate